(S)-2-(7,7-difluoro-2-(2-methylazetidin-1-yl)-6,7-dihydro-5H-cyclopenta[d]pyrimidin-4-yl)-2-azaspiro[3.3]heptane-6-carboxylic acid FC1(CCC2=C1N=C(N=C2N2CC1(C2)CC(C1)C(=O)O)N1[C@H](CC1)C)F